4-((5-(3-(2-fluoroethyl)-2-methyl-3H-imidazo[4,5-b]pyridin-5-yl)pyrrolo[2,1-f][1,2,4]triazin-2-yl)amino)cyclohexan-1-ol FCCN1C(=NC=2C1=NC(=CC2)C=2C=CN1N=C(N=CC12)NC1CCC(CC1)O)C